N1=CC(=CC=C1)C1=CC=C(C=C1)C1=CC(=CC(=C1)C1=CC=C(C=C1)C=1C=NC=CC1)C1=CC=C(C=C1)C=1C=NC=CC1 1,3,5-tri(4-pyrid-3-yl-phenyl)benzene